2-(4-(tert-butoxycarbonyl)piperazin-1-yl)-5-hydroxybenzo[d]thiazole-6-carboxylic acid C(C)(C)(C)OC(=O)N1CCN(CC1)C=1SC2=C(N1)C=C(C(=C2)C(=O)O)O